FC1=C(C=CC(=C1OCC1=CC=C(C=C1)OC)F)C1=NN=C(S1)CN1C2(CC2)C(N(C1=O)C(C(F)(F)F)C1=C(C=C(C=C1)F)F)=O 4-((5-(2,4-difluoro-3-((4-methoxybenzyl)oxy)phenyl)-1,3,4-thiadiazol-2-yl)methyl)-6-(1-(2,4-difluorophenyl)-2,2,2-trifluoroethyl)-4,6-diazaspiro[2.4]heptane-5,7-dione